tert-butyl (2S,5R)-5-(4-bromophenyl)-2-methylmorpholine-4-carboxylate BrC1=CC=C(C=C1)[C@@H]1CO[C@H](CN1C(=O)OC(C)(C)C)C